C(C)(C)(C)N([C@@H](C)C(=O)O)C(C(F)(F)F)=O tert-butyl-(2,2,2-trifluoroacetyl)alanine